N-(4-methylcyclohexyl)-1-[1-(oxan-2-yl)pyrazole-3-carbonyl]piperidine-4-carboxamide CC1CCC(CC1)NC(=O)C1CCN(CC1)C(=O)C1=NN(C=C1)C1OCCCC1